N1C=C(C=2C1=NC=CC2)C=2C=C1C(=CC=NC1=CC2)C(=O)N2CCNC1(CC1)C2 (6-(1H-Pyrrolo[2,3-b]pyridin-3-yl)quinolin-4-yl)(4,7-diazaspiro[2.5]octan-7-yl)methanone